(S)-(4-(7-(difluoromethyl)pyrazolo[1,5-a]pyridin-2-yl)-6,7-dihydro-1H-imidazo[4,5-c]pyridin-5(4H)-yl)(5-(2-methylpyridin-3-yl)-1,3,4-oxadiazol-2-yl)methanone FC(C1=CC=CC=2N1N=C(C2)[C@H]2N(CCC1=C2N=CN1)C(=O)C=1OC(=NN1)C=1C(=NC=CC1)C)F